N[C@@H](C(=O)NC([2H])([2H])C1=C(C(=C(C(=C1[2H])[2H])[2H])[2H])[2H])C (R)-2-amino-N-((phenyl-d5)methyl-d2)propionamide